2-amino-6-mercaptohexanoic acid NC(C(=O)O)CCCCS